benzyl (S)-2-(cyanomethyl)-4-(2'-(methylthio)-5',6'-dihydrospiro[fluorene-9,7'-pyrano[2,3-d]pyrimidin]-4'-yl)piperazine-1-carboxylate C(#N)C[C@@H]1N(CCN(C1)C=1C2=C(N=C(N1)SC)OC1(CC2)C2=CC=CC=C2C=2C=CC=CC21)C(=O)OCC2=CC=CC=C2